N1=COC(C2=C1C=CC=C2)=O 4H-3,1-benzoxazine-4-one